N[C@H](C(=O)N[C@H](C(=O)OCC)CCC1=NC2=C(N1C)C=CC(=C2)N(CCCl)CCCl)CC(C)C Ethyl (2S)-2-[[(2S)-2-amino-4-methyl-pentanoyl]amino]-4-[5-[bis(2-chloroethyl)amino]-1-methyl-benzimidazol-2-yl]butanoate